FC1=C(C(=CC=C1)C)C1CCC(CC1)C=1C(N(C2=NC(=CC=C2C1)C)CC1=NC=CN=C1OC1OCCCC1)=O 3-((1r,4r)-4-(2-fluoro-6-methylphenyl)cyclohexyl)-7-methyl-1-((3-((tetrahydro-2H-pyran-2-yl)oxy)pyrazin-2-yl)methyl)-1,8-naphthyridin-2(1H)-one